benzyl N-[(1R)-3-[(1R)-4-[(2,4-dimethoxyphenyl)-methylamino]-3-[4-[[4-(trifluoromethyl)-2-pyridyl]carbamoyl]phenyl]pyrazolo[4,3-c]pyridin-1-yl]cyclohexyl]carbamate COC1=C(C=CC(=C1)OC)N(C1=NC=CC2=C1C(=NN2C2C[C@@H](CCC2)NC(OCC2=CC=CC=C2)=O)C2=CC=C(C=C2)C(NC2=NC=CC(=C2)C(F)(F)F)=O)C